COC1=CC(=NC=N1)O[C@@H]1C[C@H](N(C1)CC1=CN=C(S1)NC(C)=O)C N-(5-(((2R,4R)-4-((6-methoxypyrimidin-4-yl)oxy)-2-methylpyrrolidin-1-yl)methyl)thiazol-2-yl)acetamide